2-(tetrahydropyran-4-ylamino)-quinazoline-7-carboxylic acid [(R)-(3-chloro-4-fluoro-phenyl)-(S)-pyrrolidin-3-yl-methyl]-amide ClC=1C=C(C=CC1F)[C@H]([C@H]1CNCC1)NC(=O)C1=CC=C2C=NC(=NC2=C1)NC1CCOCC1